CN1N=C2C(=CC(=CC2=C1)C1=CC2=C(C=N1)N=C(S2)NC2CC(N(C(C2)(C)C)C)(C)C)C#N 2-Methyl-5-{2-[(1,2,2,6,6-pentamethylpiperidin-4-yl)amino][1,3]thiazolo[4,5-c]pyridin-6-yl}-2H-indazol-7-carbonitril